5-(((tert-butoxycarbonyl)amino)methyl)thiophene Ethyl-2-(4-((2,5-dioxo-3-(p-tolyl)imidazolin-1-yl)methyl)-2,6-dimethylphenoxy)-2-meth-ylpropionate C(C)OC(C(C)(C)OC1=C(C=C(C=C1C)CN1C(N(CC1=O)C1=CC=C(C=C1)C)=O)C)=O.C(C)(C)(C)OC(=O)NCC1=CC=CS1